C(C1=CC=CC=C1)SC1=CC(=NS1)C(F)F 5-(benzylsulfanyl)-3-(difluoromethyl)-1,2-thiazole